oxybis(propane-3,1-diyl)dibenzoate O(CCCC1=C(C(=O)[O-])C=CC=C1)CCCC1=C(C(=O)[O-])C=CC=C1